N-methyl-N-(o-nitrophenyl)carbamate CN(C([O-])=O)C1=C(C=CC=C1)[N+](=O)[O-]